(3R)-6-chloro-3-(2-methoxy-5-(1-methyl-1H-imidazol-2-yl)pyridin-3-yl)-3-methylindolin-2-one ClC1=CC=C2[C@](C(NC2=C1)=O)(C)C=1C(=NC=C(C1)C=1N(C=CN1)C)OC